[Tm].[Ho].C(CCC)OC1=CC=C(C=C1)C(C)=O 1-(4-butoxyphenyl)ethanone Holmium-Thulium